1,2,3-tris[(4-cyano-2,3,5,6-tetrafluorophenyl)methylene]cyclopropane C(#N)C1=C(C(=C(C(=C1F)F)C=C1C(C1=CC1=C(C(=C(C(=C1F)F)C#N)F)F)=CC1=C(C(=C(C(=C1F)F)C#N)F)F)F)F